2-amino-N-{(1S,2S)-2-[(4-{(1S)-1-[4-(2-hydroxyethyl)piperazin-1-yl]-2,3-dihydro-1H-inden-5-yl}phenyl)methoxy]cyclopentyl}-5-(2-methyl-1,3-thiazol-4-yl)pyridine-3-carboxamide NC1=NC=C(C=C1C(=O)N[C@@H]1[C@H](CCC1)OCC1=CC=C(C=C1)C=1C=C2CC[C@@H](C2=CC1)N1CCN(CC1)CCO)C=1N=C(SC1)C